2,4-bis-trichloromethyl-6-[2-(furan-2-yl)vinyl]-1,3,5-triazine ClC(C1=NC(=NC(=N1)C(Cl)(Cl)Cl)C=CC=1OC=CC1)(Cl)Cl